D-glucuronic acid sodium salt [Na+].O=C[C@H](O)[C@@H](O)[C@H](O)[C@H](O)C(=O)[O-]